(S)-3,4-dimethylpiperazine C[C@H]1CNCCN1C